Ethyl 1-(4-(2-((1-(4-(tert-butoxycarbonyl)phenyl)piperidin-4-yl)((tert-butyldimethyl-silyl)oxy)methyl)-4'-chloro-[1,1'-biphenyl]-4-carboxamido)phenyl)piperidine-4-carboxylate C(C)(C)(C)OC(=O)C1=CC=C(C=C1)N1CCC(CC1)C(C1=C(C=CC(=C1)C(=O)NC1=CC=C(C=C1)N1CCC(CC1)C(=O)OCC)C1=CC=C(C=C1)Cl)O[Si](C)(C)C(C)(C)C